3-[3-(naphthalen-1-yloxy)propyl]-1H-indole-2-carboxylate C1(=CC=CC2=CC=CC=C12)OCCCC1=C(NC2=CC=CC=C12)C(=O)[O-]